8-(2-chlorophenyl)-9-(4-chlorophenyl)-6-(4-(N-Boc-amino)piperidin-1-yl)-9H-purine ClC1=C(C=CC=C1)C=1N(C2=NC=NC(=C2N1)N1CCC(CC1)NC(=O)OC(C)(C)C)C1=CC=C(C=C1)Cl